BrC=1C=2N(C=C(C1)OCCN1CCCC1)N=CC2C#N 4-bromo-6-(2-(pyrrolidin-1-yl)ethoxy)pyrazolo[1,5-a]pyridine-3-carbonitrile